2-(p-trifluoromethylphenoxymethyl)-4-(N-isobutyl-aminomethyl)-thiazole FC(C1=CC=C(OCC=2SC=C(N2)CNCC(C)C)C=C1)(F)F